ClC=1C=C(C=CC1)C=1CC2=CC=CC=C2C1 2-(3-chlorophenyl)-1H-indene